CC1=CC=NC2=C1N=C(NC2=O)CSC2CCOCC2 8-Methyl-2-(((tetrahydro-2H-pyran-4-yl)thio)methyl)pyrido[3,2-d]pyrimidin-4(3H)-one